(3S,4r,5R)-1-(6-(7-(aminomethyl)-1,6-naphthyridin-2-yl)-4-fluoropyridin-2-yl)-3,5-dimethylpiperidin-4-yl benzoate C(C1=CC=CC=C1)(=O)OC1[C@H](CN(C[C@H]1C)C1=NC(=CC(=C1)F)C1=NC2=CC(=NC=C2C=C1)CN)C